(Z)-2-(5-fluoro-1-(3-(4-hydroxyphenoxy)benzylidene)-2-methyl-1H-inden-3-yl)acetic acid FC=1C=C2C(=C(/C(/C2=CC1)=C/C1=CC(=CC=C1)OC1=CC=C(C=C1)O)C)CC(=O)O